bicyclo[2.2.2]Octane-2-carboxylic acid benzyl ester C(C1=CC=CC=C1)OC(=O)C1C2CCC(C1)CC2